C(C)(C)C1=C(C(=CC=C1)C(C)C)N1C(N2C(C=CC=C2N2CCOCC2)=C1)=[Au-2]Cl 2-(2,6-diisopropylphenyl)-5-(morpholin-4-yl)imidazo[1,5-a]pyridin-3-ylidenegold(I) chloride